BrC=1C(=C(OCCCN2CCC(CC2)NC(C)=O)C=CC1)C N-(1-(3-(3-Bromo-2-methylphenoxy)propyl)piperidin-4-yl)acetamide